(R)-N-(4-methyl-3-(((R)-1-(naphthalen-1-yl)ethyl)carbamoyl)phenyl)piperidine-2-carboxamide methanesulfonate CS(=O)(=O)O.CC1=C(C=C(C=C1)NC(=O)[C@@H]1NCCCC1)C(N[C@H](C)C1=CC=CC2=CC=CC=C12)=O